2-{3-[(2R,6S)-2,6-dimethylmorpholine-4-carbonyl]-5,6-dihydrocyclopenta[c]pyrazol-1(4H)-yl}-1-[4-(2,4,5-trifluorophenyl)piperazin-1-yl]ethan-1-one C[C@@H]1CN(C[C@@H](O1)C)C(=O)C=1C2=C(N(N1)CC(=O)N1CCN(CC1)C1=C(C=C(C(=C1)F)F)F)CCC2